[Ag+].P(=O)([O-])([O-])[O-].[Cu+2] copper phosphate silver